C12CC(CC2C1)N1C(C(=CC2=C1N=C(N=C2)NC=2C=C1CCNCC1=CC2)C#N)=O 8-(bicyclo[3.1.0]hex-3-yl)-7-oxo-2-((1,2,3,4-tetrahydroisoquinolin-6-yl)amino)-7,8-dihydropyrido[2,3-d]pyrimidine-6-carbonitrile